N1(N=CC=C1)CC1=CSC2=C1N=C(N=C2N2[C@@H](COCC2)C)C2=C1C(=NC=C2)NC=C1 (R)-4-(7-(1H-pyrazol-1-ylmethyl)-2-(1H-pyrrolo[2,3-b]pyridin-4-yl)thieno[3,2-d]pyrimidin-4-yl)-3-methylmorpholine